[Te].[Sb].[Ge].CO[Si]([SiH2][SiH3])(O)OCC methoxy(ethoxy)trisilanol germanium antimony tellurium